4-bromothiazol-2-ol BrC=1N=C(SC1)O